2'-O-hexadecyl-cytidine C(CCCCCCCCCCCCCCC)O[C@H]1[C@@H](O[C@@H]([C@H]1O)CO)N1C(=O)N=C(N)C=C1